2-[5-fluoro-2-methoxy-4-(trifluoromethyl)phenyl]-4,4,5,5-tetramethyl-1,3,2-dioxaborolane FC=1C(=CC(=C(C1)B1OC(C(O1)(C)C)(C)C)OC)C(F)(F)F